3-hydroxymyristic acid OC(CC(=O)O)CCCCCCCCCCC